4,4'-bis(3,6-dibromo-carbazol-9-yl)biphenyl Octadecyl-phenylalaninate C(CCCCCCCCCCCCCCCCC)N[C@@H](CC1=CC=CC=C1)C(=O)O.BrC=1C=CC=2N(C3=CC=C(C=C3C2C1)Br)C1=CC=C(C=C1)C1=CC=C(C=C1)N1C2=CC=C(C=C2C=2C=C(C=CC12)Br)Br